BrC1=CC=C(C=C2C(N=C(S2)NS(=O)(=O)C2=CC=CC3=CC=CC=C23)=O)C=C1 N-[5-(4-Bromobenzylidene)-4-oxo-4,5-dihydro-1,3-thiazol-2-yl]naphthalene-1-sulfonamide